FC(C)(F)C1(CC1)C(=O)O 1-(1,1-difluoroethyl)cyclopropanecarboxylic acid